5-(3-chlorophenyl)thiazol-2-amine ClC=1C=C(C=CC1)C1=CN=C(S1)N